phthalic acid (2-ethylhexyl) ester C(C)C(COC(C=1C(C(=O)O)=CC=CC1)=O)CCCC